3-((6-(Aminomethyl)-2-fluoropyridin-3-yl)amino)piperidine-2,6-dione NCC1=CC=C(C(=N1)F)NC1C(NC(CC1)=O)=O